(E)-3-(4-bromophenyl)-1-(4-(oxetan-3-yl)piperazin-1-yl)prop-2-en-1-one BrC1=CC=C(C=C1)/C=C/C(=O)N1CCN(CC1)C1COC1